(3S)-3-[(pyridin-2-yl)-amino]pent-4-enoic acid N1=C(C=CC=C1)N[C@@H](CC(=O)O)C=C